2-[2'-hydroxy-4'-(2''-propylheptyl)oxyphenyl]benzotriazole OC1=C(C=CC(=C1)OCC(CCCCC)CCC)N1N=C2C(=N1)C=CC=C2